2-{4-[(4-methoxyphenyl)methyl]-5-oxo-1,2,4-oxadiazol-3-yl}ethane-1-sulfonic acid COC1=CC=C(C=C1)CN1C(=NOC1=O)CCS(=O)(=O)O